tert-butyl 1-(4-bromo-3-fluoro-2-methoxyphenyl)-3-(cyanomethyl)-1,4,6,7-tetrahydro-5H-pyrazolo[4,3-c]pyridine-5-carboxylate BrC1=C(C(=C(C=C1)N1N=C(C=2CN(CCC21)C(=O)OC(C)(C)C)CC#N)OC)F